1-benzyl-1'-(2,4-dinitrophenyl)-4,4'-bipyridine C(C1=CC=CC=C1)N1C=CC(C=C1)=C1C=CN(C=C1)C1=C(C=C(C=C1)[N+](=O)[O-])[N+](=O)[O-]